ClC1=C(C=C(C=C1)C1(CCNCC1)O)C(F)(F)F 4-(4-chloro-3-trifluoromethylphenyl)-4-piperidinol